C(C)(C)(C)OC1=NC=C(C(=N1)OC(C)(C)C)C1=NN2C(C(=NC=C2)N2CCC3(COC3)C2)=C1 7-[2-(2,4-Di-tert-butoxypyrimidin-5-yl)pyrazolo[1,5-a]pyrazin-4-yl]-2-oxa-7-azaspiro[3.4]octane